bis-(propyl-tetramethyl-cyclopentadienyl)barium C(CC)C1=C(C(=C(C1(C)[Ba]C1(C(=C(C(=C1CCC)C)C)C)C)C)C)C